NC1=C(C=CC(=C1)OC(F)(F)F)C(=O)N1CCC(CC1)C1=C2C(=NC=C1)NC(=N2)C2CCCC2 [2-amino-4-(trifluoromethoxy)phenyl]-[4-(2-cyclopentyl-3H-imidazo[4,5-b]pyridin-7-yl)-1-piperidyl]methanone